C(OCCC12CC3CC(CC(C1)C3)C2)(OCCCCCNCCO)=O 2-((3r,5r,7r)-adamantan-1-yl)ethyl (5-((2-hydroxyethyl)amino)pentyl) Carbonate